tert-butyl 4-(6-(N-(4,4-difluorocyclohexyl)sulfamoyl) benzo[d]thiazol-2-yl)-3,6-dihydropyridine-1(2H)-carboxylate FC1(CCC(CC1)NS(=O)(=O)C1=CC2=C(N=C(S2)C=2CCN(CC2)C(=O)OC(C)(C)C)C=C1)F